tert-butyl trans-5-(7-carbamoyl-3-chloro-5-fluoro-2-methyl-1H-indol-4-yl)octahydro-2H-pyrrolo-[3,4-c]pyridine-2-carboxylate C(N)(=O)C=1C=C(C(=C2C(=C(NC12)C)Cl)N1C[C@H]2[C@H](CC1)CN(C2)C(=O)OC(C)(C)C)F